tert-Butyl {2-[3-(4-{[4-(benzyloxy)phenyl](methyl)carbamoyl}-1,5-dimethyl-1H-pyrrol-2-yl)-4-{[(3R)-3-methyl-3,4-dihydroisoquinolin-2(1H)-yl]carbonyl}phenyl]ethyl}-carbamate C(C1=CC=CC=C1)OC1=CC=C(C=C1)N(C(=O)C=1C=C(N(C1C)C)C=1C=C(C=CC1C(=O)N1CC2=CC=CC=C2C[C@H]1C)CCNC(OC(C)(C)C)=O)C